BrC1=CC(=NN1COCC[Si](C)(C)C)C(F)(F)F 2-[[5-bromo-3-(trifluoromethyl)pyrazol-1-yl]methoxy]ethyl-trimethyl-silane